FC=1C=C(C=C(C1F)F)C(C)=O 1-(3,4,5-trifluorophenyl)ethan-1-one